[Br-].C(CCCCCCCCCCC)[NH+]1CN(C=C1)C1=CC=2CC3=CC=CC=C3C2C=C1 3-Dodecyl-1-(9H-fluoren-2-yl)-2H-imidazol-3-ium bromide